N,N-Dimethyl-tryptamine pyrrolidinedithiocarbamate Sodium [Na+].N1(CCCC1)NC(=S)[S-].CN(CCC1=CNC2=CC=CC=C12)C